C(#N)[C@H]1N(CSC1)C(CNC(=O)C1=CC=NC2=CC=C(C=C12)C(C)(C)OC)=O (R)-N-(2-(4-cyanothiazolidin-3-yl)-2-oxoethyl)-6-(2-methoxypropan-2-yl)quinoline-4-carboxamide